COC=1C=2N(C=C(C1)OC)N=C(C2)C2=CN=C1SC(=NN12)N(C)C (4,6-dimethoxypyrazolo[1,5-a]pyridin-2-yl)-N,N-dimethylimidazo[2,1-b][1,3,4]thiadiazol-2-amine